7-bromo-6-chloro-5-fluoro-4-hydroxy-1-isobutylquinazolin-2(1H)-one BrC1=C(C(=C2C(=NC(N(C2=C1)CC(C)C)=O)O)F)Cl